CC(=O)C1=C(C=C(C=C1)O)OS(=O)(=O)O The molecule is an acetophenone substituted by a sulfooxy group at position 2 and by a hydroxy group at position 4. It has a role as a mouse metabolite. It is a member of acetophenones, an aryl sulfate and a member of phenols.